(S)-7-(3-(2-(1H-Pyrrolo[2,3-b]pyridin-3-yl)thiazol-4-yl)phenyl)-7H-cyclopenta[b]pyridin-7-ol N1C=C(C=2C1=NC=CC2)C=2SC=C(N2)C=2C=C(C=CC2)[C@]2(C=CC=1C2=NC=CC1)O